OC1=NC(=NC(=C1)CCC)S 4-Hydroxyl-2-mercapto-6-propylpyrimidine